(R)-4-dimethylaminopyridine CN(C1=CC=NC=C1)C